5-methyl-N-(7-methyl-[1,2,4]triazolo[1,5-a]pyridin-6-yl)-5,7-dihydrospiro[imidazo[1,2-e]purine-8,4'-oxepane]-2-amine CN1C=2N(C=3N=C(N=CC13)NC=1C(=CC=3N(C1)N=CN3)C)C3(CCOCCC3)CN2